Tert-butyl (2-(((bis(benzyloxy)phosphoryl)oxy)methoxy)pyrazolo[1,5-a]pyridine-3-carbonyl)(2,3,5,6-tetrafluoro-3'-(trifluoromethoxy)-[1,1'-biphenyl]-4-yl)carbamate C(C1=CC=CC=C1)OP(=O)(OCC1=CC=CC=C1)OCOC1=NN2C(C=CC=C2)=C1C(=O)N(C(OC(C)(C)C)=O)C1=C(C(=C(C(=C1F)F)C1=CC(=CC=C1)OC(F)(F)F)F)F